N1C(=CC=C1)C(=O)N1C[C@H](CC1)C(=O)NC1=CC(=C(C(=C1)F)F)F (S)-1-(1H-pyrrole-2-carbonyl)-N-(3,4,5-trifluorophenyl)pyrrolidine-3-carboxamide